3-(((7-(1H-Pyrazol-4-yl)-2,3-dihydrofuro[3,2-c]pyridin-4-yl)amino)methyl)-N-(isoxazol-3-ylmethyl)benzamid N1N=CC(=C1)C=1C2=C(C(=NC1)NCC=1C=C(C(=O)NCC3=NOC=C3)C=CC1)CCO2